ClC1=NC(=CC(=C1)NC(NC1=CC2=C(C3=C(O2)C=CC(=C3)S(=O)(=O)N[C@@H](C(=O)O)C(C)C)C=C1)=O)Cl (R)-2-(7-(3-(2,6-dichloropyridin-4-yl)ureido)dibenzo[b,d]furan-2-sulfonamido)-3-methyl-butanoic acid